2-((1-(3,6-dimethyl-2-morpholino-4-oxo-3,4-dihydroquinazolin-8-yl)ethyl)amino)benzoic acid CN1C(=NC2=C(C=C(C=C2C1=O)C)C(C)NC1=C(C(=O)O)C=CC=C1)N1CCOCC1